N-methyl-1-[4-(6-methyl-3-pyridyl)phenyl]methanamine dihydrochloride Cl.Cl.CNCC1=CC=C(C=C1)C=1C=NC(=CC1)C